CC1=C2C(=CN(C2=CC=C1CN1CC2(C1)CCN(CC2)C2=NC=NC1=CC=C(C=C21)CC(F)(F)F)CC(C)N2CCN(CC2)S(=O)(=O)C)C#N 4-methyl-1-[2-(4-methyl-sulfonylpiperazin-1-yl)propyl]-5-[[7-[6-(2,2,2-trifluoroethyl)quinazolin-4-yl]-2,7-diazaspiro[3.5]nonan-2-yl]methyl]indole-3-carbonitrile